1-allyl-1H-pyrrolo[3,2-c]pyridin-7-amine C(C=C)N1C=CC=2C=NC=C(C21)N